(2,5-dimethyl-phenoxy)-2,2-dimethyl-valeric acid methyl ester COC(C(C(CC)OC1=C(C=CC(=C1)C)C)(C)C)=O